FC1=C2CC[C@@H](CC2=CC(=C1)F)N[S@](=O)C(C)(C)C (R)-N-((S)-5,7-difluoro-1,2,3,4-tetrahydronaphthalen-2-yl)-2-methylpropane-2-sulfinamide